[C@H](C)(CC)[C@@H]1N(CC2=C(NC1=O)C=CC=C2)C(=O)N[C@@H]2CNCC2 (S)-3-((S)-sec-butyl)-2-oxo-N-((S)-pyrrolidin-3-yl)-1,2,3,5-tetrahydro-4H-benzo[e][1,4]diazepine-4-carboxamide